OC(C)C=1C(=NC(=CC1)N1C=NC2=C1C=C(C=C2)NC=2N=NC(=CC2)C)N2C[C@@H](CC2)C#N (3R)-1-[3-(1-hydroxyethyl)-6-[6-[(6-methyl-pyridazin-3-yl)amino]benzimidazol-1-yl]-2-pyridyl]pyrrolidine-3-carbonitrile